[(diphenyltriazinyl)phenyl]indolocarbazole C1(=CC=CC=C1)C1=C(C(=NN=N1)C1=C(C=CC=C1)C1=C2C(=CC=C1)N=C1C=CC3=C4C=CC=CC4=NC3=C12)C1=CC=CC=C1